tetra-methyl-ortho-silicate CO[Si](OC)(OC)OC